C(C(COP(=O)([O-])[O-])O)O.[Mg+2] magnesium α-glycerophosphate